1,3,4-oxadiazol-2-ylmethylamine hydrochloride Cl.O1C(=NN=C1)CN